COC1=CC(=NC2=CC=CC=C12)C1=CN=C(N1)[C@H](CCCCCC(CC)=O)NC(=O)[C@H]1CC12CCN(CC2)C (S)-N-((S)-1-(5-(4-Methoxychinolin-2-yl)-1H-imidazol-2-yl)-7-oxononyl)-6-methyl-6-azaspiro[2.5]octan-1-carboxamid